[6-(methoxycarbonyl) naphthalen-2-yl] methanesulfonate CS(=O)(=O)OC1=CC2=CC=C(C=C2C=C1)C(=O)OC